(R*)-N5-((1R,5S,6r)-3-Oxabicyclo[3.1.0]hexan-6-yl)-N7-methyl-3-(tetrahydro-2H-pyran-4-yl)-2,3-dihydrobenzofuran-5,7-dicarboxamid [C@H]12COC[C@@H]2C1NC(=O)C=1C=C(C2=C([C@H](CO2)C2CCOCC2)C1)C(=O)NC |o1:14|